S(=O)(O)S(=O)O.N(=N[Na])[Na] azo-bis-sodium hydrosulfite